O1[C@@H](CC1)CN1C(=NC2=C1C=C(C=C2)C(=O)OC(C)(C)C)CN2CCC(CC2)C2=NC(=CC=C2)OCC2=CC=C1C=CC=NC1=C2 tert-butyl (S)-1-(oxetan-2-ylmethyl)-2-((4-(6-(quinolin-7-ylmethoxy) pyridin-2-yl) piperidin-1-yl) methyl)-1H-benzo[d]imidazole-6-carboxylate